OC1=C(N=C(N(C1=O)C)CC1CN(CCC1)C(=O)OC(C)(C)C)C(NC=1C=NOC1)=O tert-butyl 3-((5-hydroxy-4-(isoxazol-4-ylcarbamoyl)-1-methyl-6-oxo-1,6-dihydropyrimidin-2-yl)methyl)piperidine-1-carboxylate